N1-(2-(dimethylamino)ethyl)-N1-ethyl-5-fluoro-N4-(4-(4-fluoro-1-methyl-1H-indol-3-yl)-7H-pyrrolo[2,3-d]pyrimidin-2-yl)-2-nitrobenzene-1,4-diamine CN(CCN(C1=C(C=C(C(=C1)F)NC=1N=C(C2=C(N1)NC=C2)C2=CN(C1=CC=CC(=C21)F)C)[N+](=O)[O-])CC)C